(5R)-5-({(3R)-2'-[6-amino-5-(trifluoromethyl)pyridin-3-yl]-5',6'-dihydrospiro[pyrrolidine-3,4'-pyrrolo[1,2-b]pyrazol]-1-yl}methyl)pyrrolidin-2-one NC1=C(C=C(C=N1)C=1C=C2N(N1)CC[C@]21CN(CC1)C[C@H]1CCC(N1)=O)C(F)(F)F